2,3,7,8-tetrahydrothieno[2,3-e]benzofuran-1,1-dioxide S1(CCC=2C=CC3=C(CCO3)C21)(=O)=O